(4-(((2S,6R)-2,6-dimethylmorpholino)methyl)phenyl)ethan-1-ol C[C@@H]1O[C@@H](CN(C1)CC1=CC=C(C=C1)C(C)O)C